BrC=1C2=CC=C(C=C2C(=C2C=CC(=CC12)C(C)(C)C)Br)C(C)(C)C 9,10-dibromo-2,6-di-tert-butyl-anthracene